C(C)(C)(C)OC(NC1C(N(CCC1)C1=C(C=C(C=C1)C1=C(C=CC=C1)S(=O)(=O)C)F)=O)=O (1-(3-fluoro-2'-(methylsulfonyl)-[1,1'-biphenyl]-4-yl)-2-oxopiperidin-3-yl)carbamic acid tert-butyl ester